FC(OC1=C(C(=NN1C)C1CC1)CSC1=NOC(C1)(C)C)F (((5-(difluoromethoxy)-3-(cyclopropyl)-1-methyl-1H-pyrazol-4-yl)methyl)thio)-5,5-dimethyl-4,5-dihydroisoxazole